1,9,9-trimethyl-2,8-dioxo-1-azaspiro[4.5]dec-6-ene-7-carbonitrile CN1C(CCC12C=C(C(C(C2)(C)C)=O)C#N)=O